C(C)(=O)ON=C(C=O)C 1,2-propanedione-2-(O-Acetyloxime)